N1=C2C(=CC=C1)CCC2OC=2C(=NC=C(C2)B2OC(C(O2)(C)C)(C)C)N 3-[(6,7-dihydro-5H-cyclopenta[b]pyridin-7-yl)oxy]-5-(4,4,5,5-tetramethyl-1,3,2-dioxaborolan-2-yl)pyridin-2-amine